C(#N)C1=C(C=C(C=C1)NC([C@@](CN1CC2=CC=C(C=C2CC1)F)(C)O)=O)C(F)(F)F (S)-N-(4-cyano-3-(trifluoromethyl)phenyl)-3-(6-fluoro-3,4-dihydroisoquinolin-2(1H)-yl)-2-hydroxy-2-methylpropanamide